5-chloro-6-((3aR,6aS)-5,5-difluorohexacyclopenta[c]pyrrol-2(1H)-ylpyridin-3-yl)-4-(3-ethynylpyridin-4-yl)-5-fluorobenzamide ClC1(C(C=CC(C(=O)N)=C1C1(C(N(CC(C1(N1CC=2C(=C1)C=CC2)N2CC=1C(=C2)C=CC1)(F)F)N1CC=2C(=C1)C=CC2)(N2CC=1C(=C2)C=CC1)N1CC=2C(=C1)C=CC2)N2CC=1C(=C2)C=CC1)C1=C(C=NC=C1)C#C)F